3-(2-(4-ethylpiperazin-1-yl)-4-methylquinolin-6-yl)thiourea C(C)N1CCN(CC1)C1=NC2=CC=C(C=C2C(=C1)C)NC(N)=S